C(=O)O.CC(C)(C)[S@@](=O)N[C@@H]1C\C=C/[C@H](CS[C@@H]2[C@@H]([C@H]([C@H]([C@@H]1O2)O)O)O)CN2CCCC2 (R)-2-methyl-N-((1R,4S,8R,9R,10R,11S,12R,Z)-10,11,12-trihydroxy-4-(pyrrolidin-1-ylmethyl)-13-oxa-2-thiabicyclo[7.3.1]tridec-5-en-8-yl)propane-2-sulfinamide formate salt